COC1=CC=2C(=C3C(=NC2C=C1OCCCN1CCCC1)CCC3)N[C@@H]3CNCCCC3 (3S)-N-{7-methoxy-6-[3-(pyrrolidin-1-yl)propoxy]-1H,2H,3H-cyclopenta[b]quinolin-9-yl}azepan-3-amine